(1S,3s)-3-(3-(6-(3-methylisoxazol-5-yl)pyrrolo[1,2-b]pyridazin-4-yl)-3,8-diazabicyclo[3.2.1]oct-8-yl)cyclobutane-1-carbonitrile CC1=NOC(=C1)C=1C=C2N(N=CC=C2N2C[C@@H]3CCC(C2)N3C3CC(C3)C#N)C1